C(C)OC(C1=NC(=C(C(=C1Cl)N1C(C2=CC=CC=C2C1=O)=O)F)F)=O.COC1CCC(CC1)C(=O)NC(NC1=CC(=C(C=C1)OC=1C=NC(=NC1)N1CCN(CC1)C)C)=O 4-methoxy-N-((3-methyl-4-((2-(4-methylpiperazin-1-yl)pyrimidin-5-yl)oxy)phenyl)carbamoyl)cyclohexane-1-carboxamide ethyl-3-chloro-4-(1,3-dioxoisoindolin-2-yl)-5,6-difluoropicolinate